6-{3-[1-((1R,2S)-2-phenyl-cyclopropylcarbamoyl)-piperidin-4-ylidenemethyl]-phenoxy}-nicotinic acid methyl ester COC(C1=CN=C(C=C1)OC1=CC(=CC=C1)C=C1CCN(CC1)C(N[C@H]1[C@@H](C1)C1=CC=CC=C1)=O)=O